dimethylaminopropyl-(propylamine) CN(C)CCCNCCC